2-bis(t-butyloxycarbonyl)amino-1-(3-methoxy-2,6-dimethylphenyl)-5-nitro-1H-pyrrolo[2,3-b]pyridine-3-carbonitrile C(C)(C)(C)OC(=O)N(C1=C(C=2C(=NC=C(C2)[N+](=O)[O-])N1C1=C(C(=CC=C1C)OC)C)C#N)C(=O)OC(C)(C)C